5-(4-Fluoro-1,3-dioxoisoquinolin-2-yl)pentanoic acid FC1C(N(C(C2=CC=CC=C12)=O)CCCCC(=O)O)=O